Ethyl (S)-3-(5-cyclopropyl-4'-fluoro-2'-(hex-5-en-1-yl)-6'-methyl-[1,1'-biphenyl]-3-yl)-3-((R)-2-hydroxypent-4-enamido)propanoate C1(CC1)C=1C=C(C=C(C1)C1=C(C=C(C=C1C)F)CCCCC=C)[C@H](CC(=O)OCC)NC([C@@H](CC=C)O)=O